4-hydroxy-N-[7-methoxy-4-(oxan-4-yl)-1H-1,3-benzodiazol-2-yl]-4-(prop-2-yn-1-yl)piperidine-1-carboxamide OC1(CCN(CC1)C(=O)NC1=NC2=C(N1)C(=CC=C2C2CCOCC2)OC)CC#C